[2-chloro-4-[[3-[3-(trifluoromethyl)-1H-pyrazol-4-yl]imidazo[1,2-a]pyrazin-8-yl]amino]phenyl]-[4-[(3R,4S)-3-hydroxypiperidine-4-carbonyl]piperazin-1-yl]methanone ClC1=C(C=CC(=C1)NC=1C=2N(C=CN1)C(=CN2)C=2C(=NNC2)C(F)(F)F)C(=O)N2CCN(CC2)C(=O)[C@@H]2[C@H](CNCC2)O